N1(CCC1)C1=C(C=C(C=N1)NC(=O)NC=1C=NC2=CC=C(N=C2C1C(C)OC)Cl)Cl N-(6-(azetidin-1-yl)-5-chloropyridin-3-yl)-N'-(6-chloro-4-(1-methoxyethyl)-1,5-naphthyridin-3-yl)urea